BrC=1C=CC2=C(C(=NS2)C(=O)O)C1 5-bromobenzo[d]isothiazole-3-carboxylic acid